C1C(C12CC2)N2C=NC1=C2C=CC(=C1)C(=O)N 1-spiro[2.2]pentan-2-yl-benzimidazole-5-carboxamide